(2R,3S,4R,5R)-5-(2,4-dioxo-3,4-dihydropyrimidin-1(2H)-yl)-4-hydroxy-2-(hydroxymethyl)tetrahydrofuran-3-yl carbamate C(N)(O[C@@H]1[C@H](O[C@H]([C@@H]1O)N1C(NC(C=C1)=O)=O)CO)=O